2,2-dimethylhept-6-ynoate CC(C(=O)[O-])(CCCC#C)C